CC1(CN(C1)C=1C=CC=2N(C1)N=CN2)C 6-(3,3-dimethylazetidin-1-yl)-[1,2,4]triazolo[1,5-a]pyridine